2-indolylcarbonyl-4-[3-(isopropylamino)-2-pyridinyl]piperazine N1C(=CC2=CC=CC=C12)C(=O)C1NCCN(C1)C1=NC=CC=C1NC(C)C